C(C1=CC=CC=C1)S(=O)(=O)NC(C1=CC=C(C=C1)N1CCN(CC1)C(C1=CC(=C(C=C1)C=1C=NC=C(C1)O)F)=O)=O N-benzylsulfonyl-4-[4-[3-fluoro-4-(5-hydroxypyridin-3-yl)benzoyl]piperazin-1-yl]benzamide